C1(=CC(=CC=C1)C1=NN(C(C1)C=1C=C2N=CC=NC2=CC1)C=1C=C(C(=O)O)C=CC1)C1=CC=CC=C1 3-(3-([1,1'-Biphenyl]-3-yl)-5-(quinoxalin-6-yl)-4,5-dihydro-1H-pyrazol-1-yl)benzoic acid